C(C)(C)[C@@H]1NCCOC1 (S)-3-isopropylmorpholine